ClC=1C(=C(OCC2CN(CC2)C)C=C(C1)[N+](=O)[O-])C 3-((3-chloro-2-methyl-5-nitrophenoxy)methyl)-1-methyl-pyrrolidine